C1(CC1)CNCC1=CC=C2CN(C(C2=C1)=O)C=1C=C(C=CC1)C1=C(C=C(C=C1)C#N)C1=NN=CN1C 3'-(6-(((cyclopropylmethyl)amino)methyl)-1-oxoisoindolin-2-yl)-2-(4-methyl-4H-1,2,4-triazol-3-yl)-[1,1'-biphenyl]-4-carbonitrile